6-amino-7-(3-hydroxy-2,6-dimethyl-phenyl)-2-methyl-pyrrolo[2,3-d]pyrimidine-5-carboxamide NC1=C(C2=C(N=C(N=C2)C)N1C1=C(C(=CC=C1C)O)C)C(=O)N